C(C)(C)(C)OC(=O)N1CC2CNCC2C1 t-butylhexahydropyrrolo[3,4-c]pyrrole-2(1H)-carboxylate